ClC=1C(=C(CNC(CN(C(CN2N=C(C3=CC=CC=C23)C(=O)N)=O)CC2CCC2)=O)C=CC1)F 1-(2-((2-((3-chloro-2-fluorobenzyl)amino)-2-oxoethyl)(cyclobutylmethyl)amino)-2-oxoethyl)-1H-indazole-3-carboxamide